C(#N)C1=CC(=C(C=C1)COC1=CC=CC(=N1)C1=C(C=C(C=C1)CC(=O)OC)C)F methyl 2-[4-[6-[(4-cyano-2-fluoro-phenyl)methoxy]-2-pyridyl]-3-methyl-phenyl]acetate